2-(β-acetylaminoethyloxy)-para-phenylenediamine C(C)(=O)NCCOC1=C(C=CC(=C1)N)N